(3R,4S)-1-(9-(4-chloro-2-methyl-2H-indazol-5-yl)-7H-imidazo[1,2-c]pyrrolo[3,2-e]pyrimidin-5-yl)-4-fluoropyrrolidin-3-amine ClC=1C2=CN(N=C2C=CC1C1=CNC2=C1C=1N(C(=N2)N2C[C@H]([C@H](C2)F)N)C=CN1)C